CS(=O)(=O)NC1=CC=C(N)C=C1 4-methanesulfonamidoaniline